Cl.C1S(CC12CCNCC2)(=O)=O 2λ^{6}-thia-7-azaspiro[3.5]nonane 2,2-dioxide hydrochloride